3-Isopentyl-2,5-dimethylpyrazine C(CC(C)C)C=1C(=NC=C(N1)C)C